6'-(((1R)-3-amino-2,3-dihydro-1H-inden-1-yl)amino)-2H-[1,3'-bipyridin]-2-one NC1C[C@H](C2=CC=CC=C12)NC1=CC=C(C=N1)N1C(C=CC=C1)=O